tert-butyl (Z)-2-(bromomethyl)but-2-enoate BrC\C(\C(=O)OC(C)(C)C)=C/C